FC1=C(C(=CC=C1)F)C1=CC=C(C2=C1C(=NO2)N2C(N1[C@H](C2)C[C@@H](C1)NS(=O)(=O)CC)=O)C N-{(6S,7aS)-2-[4-(2,6-difluorophenyl)-7-methyl-1,2-benzoxazol-3-yl]-3-oxohexahydro-1H-pyrrolo[1,2-c]imidazol-6-yl}ethanesulfonamide